FC(CN1C=2C(=CC(=C1)C(F)(F)F)N=C(C2)C2=C(C=C(C=N2)C2=NC(=CC=C2)C2(CC2)C(F)(F)F)S(=O)(=O)CC)F 6'-[4-(2,2-difluoroethyl)-6-(trifluoromethyl)pyrrolo[3,2-b]pyridin-2-yl]-5'-(ethanesulfonyl)-6-[1-(trifluoromethyl)cyclopropyl]-2,3'-bipyridine